3-fluoro-N-(3-(2-((4-fluorophenyl)amino)quinazolin-6-yl)-4-methylphenyl)-4-((4-methylpiperazin-1-yl)methyl)benzamide FC=1C=C(C(=O)NC2=CC(=C(C=C2)C)C=2C=C3C=NC(=NC3=CC2)NC2=CC=C(C=C2)F)C=CC1CN1CCN(CC1)C